naphthoindole C1=CNC=2C3=C(C=CC12)C1=CC=CC=C1C=C3